(1S,2S)-N-(5-(5-chloro-7-(cyclopropyl-(methyl)amino)-6-fluoro-1H-indazol-4-yl)pyrazolo[1,5-a]pyridin-2-yl)-2-fluorocyclopropane-1-carboxamide ClC=1C(=C2C=NNC2=C(C1F)N(C)C1CC1)C1=CC=2N(C=C1)N=C(C2)NC(=O)[C@H]2[C@H](C2)F